(R)-2-((1-(3,7-dimethyl-4-oxo-2-(3-phenylazetidin-1-yl)-4H-pyrido[1,2-a]pyrimidin-9-yl)ethyl)amino)benzoic acid CC1=C(N=C2N(C1=O)C=C(C=C2[C@@H](C)NC2=C(C(=O)O)C=CC=C2)C)N2CC(C2)C2=CC=CC=C2